NC1=NN2C(N=CC=C2)=C1C(=O)N[C@@H](C)C1N(C(C2=C(C=CC=C2C1=O)C#CC=1C=NN(C1)C)=O)C1=CC=CC=C1 2-amino-N-((1S)-1-(8-((1-methyl-1H-pyrazol-4-yl)ethynyl)-1,4-dioxo-2-phenyl-1,2,3,4-tetrahydroisoquinolin-3-yl)ethyl)pyrazolo[1,5-a]pyrimidine-3-carboxamide